ClC=1C=C(C(=O)C2CCN(CC2)C(=O)OC(C)(C)C)C=CC1F tert-butyl 4-(3-chloro-4-fluorobenzoyl)piperidine-1-carboxylate